(+)-α-tocopherol CC1=C(C2=C(CC[C@@](O2)(C)CCC[C@H](C)CCC[C@H](C)CCCC(C)C)C(=C1O)C)C